4-(2-(((tert-butyldimethylsilyl)oxy)methyl)pyrrolidin-1-yl)-1-cyclohexyl-3-methyl-N-(1-(3,4,5-trimethoxyphenyl)-1H-imidazol-4-yl)-1H-pyrazolo[3,4-d]pyrimidin-6-amine [Si](C)(C)(C(C)(C)C)OCC1N(CCC1)C1=C2C(=NC(=N1)NC=1N=CN(C1)C1=CC(=C(C(=C1)OC)OC)OC)N(N=C2C)C2CCCCC2